3-(4-chloro-3-(trifluoromethyl)phenyl)-5-(2-(3,3-difluoroazetidin-1-yl)-2-oxoethyl)-1-((2-(trimethylsilyl)ethoxy)methyl)-1H-pyrrolo[3,2-c]pyridin-4(5H)-one ClC1=C(C=C(C=C1)C1=CN(C2=C1C(N(C=C2)CC(=O)N2CC(C2)(F)F)=O)COCC[Si](C)(C)C)C(F)(F)F